C(#N)C1=CC=C(C=C1)SC Methyl (4-cyanophenyl) sulfide